5-(1-fluoro-2-methylpropan-2-yl)-1,2,4-oxadiazole-3-carboxylic acid FCC(C)(C)C1=NC(=NO1)C(=O)O